OC(C)C=1C=C(C=CC1)C(=C)C1=NNC=2N=CNC(C21)=O 3-(1-(3-(1-hydroxyethyl)phenyl)vinyl)-1,5-dihydro-4H-pyrazolo[3,4-d]pyrimidin-4-one